ClC1=NC=C(C(=C1)C1=C(C=NC(=C1)C)C(=O)NC=1SC(=NN1)CC(N1CCCC1)=O)OC 2'-chloro-5'-methoxy-6-methyl-N-(5-(2-oxo-2-(pyrrolidin-1-yl)ethyl)-1,3,4-thiadiazol-2-yl)-(4,4'-bipyridine)-3-carboxamide